FC1=C(C(=O)OC)C=CC=C1.[Na] sodium methyl 2-fluorobenzoate